3-fluoro-5-((3-hydroxy-2,7-dimethyl-1,1-dioxido-3-(perfluoroethyl)-2,3-dihydrobenzo[d]isothiazol-6-yl)oxy)benzonitrile FC=1C=C(C#N)C=C(C1)OC1=C(C2=C(C(N(S2(=O)=O)C)(C(C(F)(F)F)(F)F)O)C=C1)C